4-(((tert-butyldimethylsilyl)oxy)methyl)dihydrofuran-3(2H)-one [Si](C)(C)(C(C)(C)C)OCC1C(COC1)=O